N(=C=O)C1CCC(CC1)CC1CCC(CC1)N=C=O bis-(4-isocyanatocyclohexyl)-methane